OC(C)C=1NC2=C(N1)C=CC=C2 2-(α-hydroxyethyl)benzimidazole